5-methylpyridazin CC=1C=CN=NC1